CN1C(=O)N(C(=O)C(=C1)C1=CC(=CC=C1)Br)C 1,3-dimethyl-5-(3-bromophenyl)uracil